tert-butyl (3R,4S)-3-((2-chloro-7-((2-(trimethylsilyl) ethoxy) methyl)-7H-pyrrolo[2,3-d]pyrimidin-4-yl) oxy)-4-fluoropiperidine-1-carboxylate ClC=1N=C(C2=C(N1)N(C=C2)COCC[Si](C)(C)C)O[C@@H]2CN(CC[C@@H]2F)C(=O)OC(C)(C)C